ClC1=C(CN2C3=C(OCC2)C=CC(=C3)NC(=O)NC3=CC=C2C=CNC2=C3)C(=CC=C1)F 1-(4-(2-chloro-6-fluorobenzyl)-3,4-dihydro-2H-benzo[b][1,4]oxazin-6-yl)-3-(1H-indol-6-yl)urea